NC1=NNC(=C1N)O 3,4-diamino-5-hydroxypyrazole